6-phenyl-N-[(4-phenylphenyl)methyl]-3-pyridin-2-yl-1,2,4-triazin-5-amine C1(=CC=CC=C1)C1=C(N=C(N=N1)C1=NC=CC=C1)NCC1=CC=C(C=C1)C1=CC=CC=C1